(3S)-3-fluoro-1-[[5-(trifluoromethyl)-1H-pyrazolo[4,3-b]pyridin-7-yl]methyl]pyrrolidine F[C@@H]1CN(CC1)CC1=C2C(=NC(=C1)C(F)(F)F)C=NN2